(4-(5-methyl-1H-1,2,3-triazol-1-yl)phenyl)methylamine CC1=CN=NN1C1=CC=C(C=C1)CN